methyl N-(tert-butoxycarbonyl)-3-[(3S)-2-oxopiperidin-3-yl]-L-alaninate C(C)(C)(C)OC(=O)N[C@@H](C[C@H]1C(NCCC1)=O)C(=O)OC